C1(=CC=CC=C1)C1=NC(=NC(=C1)C1=CC=CC=C1)N(N=CC=1C=C(C(=CC1)O)O)C 4-((2-(4,6-diphenylpyrimidin-2-yl)-2-methylhydrazineylidene)methyl)benzene-1,2-diol